ClC1=NC(=CC(=N1)N)Cl 2,6-dichloropyrimidine-4-amine